octahydroindolizinetriol C1(C(C(N2CCCCC12)O)O)O